1-(tert-butyloxycarbonyl)-4-(2-propynyl)piperazine C(C)(C)(C)OC(=O)N1CCN(CC1)CC#C